5-fluoro-2-methoxy-N,N-di(propan-2-yl)benzamide FC=1C=CC(=C(C(=O)N(C(C)C)C(C)C)C1)OC